ClC1=NC=C(C(=C1)C1=C(C=NC(=C1)C)C(=O)NC=1SC(=NN1)OCC1COC(C1)(C)C)OC 2'-chloro-N-(5-((5,5-dimethyltetrahydrofuran-3-yl)methoxy)-1,3,4-thiadiazol-2-yl)-5'-methoxy-6-methyl-(4,4'-bipyridine)-3-carboxamide